1,3-Bis(2-aminoethyl)1,1,3,3-tetramethyldisiloxane NCC[Si](O[Si](C)(C)CCN)(C)C